4-[5-(1-methoxy-3-methyl-1-oxobutan-2-yl)-1,2-oxazol-3-yl]Piperazine-1-carboxylic acid tert-butyl ester C(C)(C)(C)OC(=O)N1CCN(CC1)C1=NOC(=C1)C(C(=O)OC)C(C)C